IC1=C(C(=C(C(=C1F)F)C1=C(C(=C(C(=C1F)F)I)F)F)F)F 4,4'-diiodooctafluorobiphenyl